ethyl 1-(6-(((dimethylamino) methylene) carbamoyl) pyridin-3-yl)-1H-pyrrolo[2,3-b]pyridine-5-carboxylate CN(C)C=NC(=O)C1=CC=C(C=N1)N1C=CC=2C1=NC=C(C2)C(=O)OCC